FC1=C(OCC([C@H](C[C@H]2C(NCC2)=O)NC(=O)[C@@H]2[C@H]3C([C@H]3CN2C([C@@H](NS(=O)(=O)C(F)(F)F)C(C)C)=O)(C)C)=O)C=CC(=C1)F (1R,2S,5S)-N-{(2S)-4-(2,4-difluorophenoxy)-3-oxo-1-[(3S)-2-oxopyrrolidin-3-yl]butan-2-yl}-6,6-dimethyl-3-[N-(trifluoromethanesulfonyl)-L-valyl]-3-azabicyclo[3.1.0]hexane-2-carboxamide